C1(=CC=CC=C1)C(CC1C=CC2=CC=3CCCC3C=C12)C 1-(2-phenylpropyl)-1,5,6,7-tetrahydro-s-indacene